C1(CC1)CCN(C1=C2CN(C(C2=CC=C1)=O)C1C(NC(CC1)=O)=O)C1CCC(CC1)NCC(=O)N1CCC(CC1)(F)F 3-{4-[(2-cyclopropylethyl)[(1r,4r)-4-{[2-(4,4-difluoropiperidin-1-yl)-2-oxoethyl]amino}cyclohexyl]amino]-1-oxo-3H-isoindol-2-yl}piperidine-2,6-dione